C12C(CC(CC1)CC[Si](OCC)(OCC)OCC)O2 4-epoxycyclohexylethyl-triethoxysilane